1-(5-ethyl-6-methyl-7,9-dihydro-8H-pyrrolo[3,4-f]quinoxalin-8-yl)-2-(1-(2-(trifluoromethyl)pyridin-4-yl)azetidin-3-yl)ethan-1-one C(C)C1=C(C2=C(C=3N=CC=NC13)CN(C2)C(CC2CN(C2)C2=CC(=NC=C2)C(F)(F)F)=O)C